N-[3-[(5-amino-2-chloro-3-fluorobenzoyl)amino]-2,6-difluorophenyl]-N-t-butoxycarbonyl-carbamic acid tert-butyl ester C(C)(C)(C)OC(N(C(=O)OC(C)(C)C)C1=C(C(=CC=C1F)NC(C1=C(C(=CC(=C1)N)F)Cl)=O)F)=O